C1(CCCCC1)CC(=O)OC[C@H]1O[C@@]([C@@H]([C@@H]1O[Si](C)(C)C)O[Si](C)(C)C)(C#N)C1=CC=C2C(=NC=NN21)NC(CCC)=O ((2R,3R,4R,5R)-5-(4-butyramidopyrrolo[2,1-f][1,2,4]triazin-7-yl)-5-cyano-3,4-bis((trimethylsilyl)oxy)tetrahydrofuran-2-yl)methyl 2-cyclohexylacetate